2-imino-3-(4-methyl-3,4-dihydro-2H-benzo[b][1,4]oxazin-8-yl)thiazolidin-4-one N=C1SCC(N1C1=CC=CC2=C1OCCN2C)=O